Cl.Cl.C[C@H]1NC[C@@H](NC1)CO ((2R,5R)-5-Methylpiperazin-2-yl)methanol dihydrochloride